5-(2-((4-fluorophenethyl)amino)pyrimidin-5-yl)-1,3,4-oxadiazole-2(3H)-on FC1=CC=C(CCNC2=NC=C(C=N2)C2=NNC(O2)=O)C=C1